NC=1C2=C(N=CN1)N(C=C2C=2SC=C(N2)CC2=CC=CC=C2)[C@@H]2CC([C@@H]1[C@H]2OC(O1)(C)C)C1CN(CCC1)C(=O)OC(C)(C)C tert-butyl 3-[(3aR,6R,6aS)-6-[4-amino-5-(4-benzyl-1,3-thiazol-2-yl)pyrrolo[2,3-d]pyrimidin-7-yl]-2,2-dimethyl-tetrahydro-3aH-cyclopenta[d][1,3]dioxol-4-yl]piperidine-1-carboxylate